3-bromo-1-methoxypropane BrCCCOC